4-(Dimethylamino)-N-((1,2,3,5,6,7-hexahydro-s-indacen-4-yl)carbamoyl)-6-methylpyrimidine-2-sulfonamide, potassium salt [K].CN(C1=NC(=NC(=C1)C)S(=O)(=O)NC(NC1=C2CCCC2=CC=2CCCC12)=O)C